2-(2-Aminopyridin-4-yl)-N-(6-(4-cyanopiperidin-1-yl)-2,2-dimethyl-2,3-dihydrobenzofuran-5-yl)oxazole-4-carboxamide NC1=NC=CC(=C1)C=1OC=C(N1)C(=O)NC=1C(=CC2=C(CC(O2)(C)C)C1)N1CCC(CC1)C#N